3,6-dimethyl-o-phenylenediamine CC=1C(=C(C(=CC1)C)N)N